C1(CC1)CC(C(=O)NC=1C=CC(=C2C=CC=NC12)I)C=C 2-(Cyclopropylmethyl)-N-(5-iodoquinolin-8-yl)-3-butenamide